1-Boc-3-cyanoazetidine C(=O)(OC(C)(C)C)N1CC(C1)C#N